fluorenyl-cyanoindolone C1(=CC=CC=2C3=CC=CC=C3CC12)C=1C2=C(C(N=C2C=CC1)=O)C#N